NCC1=CC=C(C=C1)C=1C(=NC(=C(N1)C)C1=C(C(=CC=C1)Cl)Cl)CO (3-(4-(aminomethyl)phenyl)-6-(2,3-dichlorophenyl)-5-methylpyrazin-2-yl)methanol